[Si](C)(C)(C(C)(C)C)OC(C(CO[Si](C)(C)C(C)(C)C)(F)F)C1=CC(=NC=C1F)NNC(OC(C)(C)C)=O tert-butyl N-[[4-[1,3-bis[[tert-butyl(dimethyl)silyl]oxy]-2,2-difluoro-propyl]-5-fluoro-2-pyridyl]amino]carbamate